tert-butyl 3-(4-((2-((6-(cyclopropanecarboxamido)-1-(methylamino)-2,7-naphthyridin-4-yl)ethynyl)pyridin-4-yl)oxy)butoxy)propanoate C1(CC1)C(=O)NC=1C=C2C(=CN=C(C2=CN1)NC)C#CC1=NC=CC(=C1)OCCCCOCCC(=O)OC(C)(C)C